ClC=1C(=C(OCC(=O)OCC)C=C(C1CC1=CC(=C(C=C1)O)C(C)C)C)F ethyl 2-(3-chloro-2-fluoro-4-(4-hydroxy-3-isopropylbenzyl)-5-methylphenoxy)acetate